C#CC(C#C)O pent-1,4-diyn-3-ol